C(#N)CCN1C2CC(CC1CC2)NC2=C1C=CC=NC1=CC(=N2)NC=2SC(=CN2)S(=O)(=O)N 2-((5-(((3-Exo)-8-(2-cyanoethyl)-8-azabicyclo[3.2.1]oct-3-yl)amino)-1,6-naphthyridin-7-yl)amino)thiazole-5-sulfonamide